CN(CCN(C1=C(C=C(C(=C1)OC)NC1=NC=CC(=N1)N1C(N(C2=C1C=CC(=C2)OC)C)=O)NC(C=C)=O)C)C N-(2-((2-(dimethylamino)ethyl)(methyl)amino)-4-methoxy-5-((4-(5-methoxy-3-methyl-2-oxo-2,3-dihydro-1H-benzo[d]imidazol-1-yl)pyrimidin-2-yl)amino)phenyl)acryl-amide